NC1=CCN(C=C1)CCC=1C(=C(C(=O)N)C=CC1)O [2-(4-aminopyridin-1-yl)ethyl]-2-hydroxybenzoamide